sodium-pentoxide [O-]OOO[O-].[Na+].[Na+]